(S)-N-benzyloxycarbonyl-4-oxopyrrolidine-2-carboxylic acid methyl ester COC(=O)[C@H]1N(CC(C1)=O)C(=O)OCC1=CC=CC=C1